2-amino-4-(methylsulfanyl)benzene-1-carbaldehyde NC1=C(C=CC(=C1)SC)C=O